(2,6-Dioxopiperidin-3-yl)-5-((6-(3-(quinoxalin-2-yl)-1H-pyrazol-1-yl)hexyl)amino)isoindoline-1,3-dione O=C1NC(CCC1N1C(C2=CC=C(C=C2C1=O)NCCCCCCN1N=C(C=C1)C1=NC2=CC=CC=C2N=C1)=O)=O